C(C)SC1=C(C(=CC(=C1)N1CC2=CC=C(C=C2CC1)F)CF)NC(CC(C)(C)C)=O N-(2-(ethylsulfanyl)-4-(6-fluoro-3,4-dihydroisoquinolin-2(1H)-yl)-6-(fluoromethyl)phenyl)-3,3-dimethylbutyramide